(2-chloro-4-fluoro-phenyl)-[(1S,5R)-8-[3-cyclopropyl-6-(2,2-dimethylpropylsulfonyl)benzimidazol-4-yl]-3,8-diazabicyclo[3.2.1]octan-3-yl]methanone ClC1=C(C=CC(=C1)F)C(=O)N1C[C@@H]2CC[C@H](C1)N2C2=CC(=CC=1N=CN(C12)C1CC1)S(=O)(=O)CC(C)(C)C